BrC=1N(C2=CC=C(C=C2C1C#N)O)C1=CC=C(C=C1)F bromo-1-(4-fluorophenyl)-5-hydroxy-1H-indole-3-carbonitrile